(((2R,7aS)-2-fluorotetrahydro-1H-pyrrolizin-7a(5H)-yl)methoxy)quinazoline F[C@@H]1C[C@@]2(CCCN2C1)COC1=NC2=CC=CC=C2C=N1